ClC=1C=C(CC=2C=CC(=NC2)NC(=O)C=2C=CC=3N(C2)C=CN3)C=CC1 N-(5-(3-chlorobenzyl)pyridin-2-yl)imidazo[1,2-a]pyridine-6-carboxamide